ICC#C 3-iodopropyne